2'-[6-amino-5-(trifluoromethyl)pyridin-3-yl]-N-[(1R)-1-(3-fluorophenyl)ethyl]-5',6'-dihydrospiro[pyrrolidine-3,4'-pyrrolo[1,2-b]pyrazole]-1-carboxamide NC1=C(C=C(C=N1)C=1C=C2N(N1)CCC21CN(CC1)C(=O)N[C@H](C)C1=CC(=CC=C1)F)C(F)(F)F